O=C1NC(CCC1N1CCC2=C(C=CC=C12)N1CCN(CC1)CC(=O)OC(C)(C)C)=O tert-butyl 2-(4-(1-(2,6-dioxopiperidin-3-yl)indolin-4-yl)piperazin-1-yl)acetate